Cl.O=S1CCN(CC1)C1CNCC=2C=CC(=NC12)P(O)(O)=O (8-(1-oxidothiomorpholino)-5,6,7,8-tetrahydro-1,6-naphthyridin-2-yl)Phosphonic Acid Hydrochloride